C(C)(=O)N[C@@H](C(=O)N1[C@@H]([C@@H]2[C@H](C1)CCC2)C(=O)N[C@@H](C[C@H]2C(NCC2)=O)\C=C(/S(=O)(=O)C)\F)C2=CC=CC=C2 (1S,3aR,6aS)-2-((R)-2-acetamido-2-phenylacetyl)-N-((S,Z)-4-fluoro-4-(methylsulfonyl)-1-((S)-2-oxopyrrolidin-3-yl)but-3-en-2-yl)octahydrocyclopenta[c]pyrrole-1-carboxamide